BrC=1C=C(C=CC1)C1(CC(C1)O)C1=NN=C(N1C)S (1r,3r)-3-(3-bromophenyl)-3-(5-mercapto-4-methyl-4H-1,2,4-triazol-3-yl)cyclobutan-1-ol